O=C(\C=C/C1=CC=C(C=C1)CCC(=O)O)C1=CC=CC=C1 3-[4-[(Z)-3-Oxo-3-phenylprop-1-enyl]phenyl]propanoic acid